2-chloro-2-deoxyadenosine C1C(C(OC1N2C=NC3=C(N=C(N=C32)Cl)N)CO)O